CC1=CC=2N(C=C1)C=C(N2)C(C(=O)O)C 2-{7-Methylimidazo[1,2-a]pyridin-2-yl}propanoic acid